N-(7-(hydroxyamino)-7-oxoheptyl)-8-chloro-1,3,4,5-tetrahydro-2H-pyrido[4,3-b]indole-2-carboxamide ONC(CCCCCCNC(=O)N1CC2=C(NC=3C=CC(=CC23)Cl)CC1)=O